F[C@@H]1[C@]2(CC[C@@](C[C@@H]1OC1=CC=C(N=N1)C1=C(C=C(C=C1)N1N=CC(=C1)F)O)(N2C)C)C 2-(6-(((1R,2R,3S,5S)-2-fluoro-1,5,8-trimethyl-8-azabicyclo[3.2.1]octan-3-yl)oxy)pyridazin-3-yl)-5-(4-fluoro-1H-pyrazol-1-yl)phenol